N1(CCCC1)[C@@H]1CCC2=C(CC1)C=C(C=C2)C=2C=C1C(=NC2)NN=C1C1=CC2=C(C(NCCO2)=O)C=C1 8-{5-[(7R)-7-(Pyrrolidin-1-yl)-6,7,8,9-tetrahydro-5H-benzo[7]annulen-2-yl]-1H-pyrazolo[3,4-b]pyridin-3-yl}-2,3,4,5-tetrahydro-1,4-benzoxazepin-5-one